FC1=C2CN(C(C2=CC=C1N1CCN(CC1)CC(CCCOC1=CC=C(C=C1)\C(=C(\CC)/C1=CC=CC=C1)\C1=CC=C(C=C1)O)O)=O)C1C(NC(CC1)=O)=O (Z)-3-(4-fluoro-5-(4-(2-hydroxy-5-(4-(1-(4-hydroxyphenyl)-2-phenylbut-1-en-1-yl)phenoxy)pentyl)piperazin-1-yl)-1-oxoisoindolin-2-yl)piperidine-2,6-dione